2-((2s,3s)-3-amino-1-phenylpiperidin-2-yl)-3-bromo-5-chloro-N-(thiophen-2-ylmethyl)thieno[3,2-b]pyridin-7-amine formate C(=O)O.N[C@@H]1[C@H](N(CCC1)C1=CC=CC=C1)C1=C(C2=NC(=CC(=C2S1)NCC=1SC=CC1)Cl)Br